(R)-5-(4-amino-3-((1-methoxypropan-2-yl)amino)phenyl)-1,3-dimethylpyridin-2-one NC1=C(C=C(C=C1)C=1C=C(C(N(C1)C)=O)C)N[C@@H](COC)C